5-(5-{[5-(2-amino-6-bromo-1,3-benzodiazol-1-yl)hexyl]oxy}-1-methylpyrazol-4-yl)-1-methyl-6-oxopyridine-3-carboxylic acid NC1=NC2=C(N1C(CCCCOC1=C(C=NN1C)C1=CC(=CN(C1=O)C)C(=O)O)C)C=C(C=C2)Br